C(C)(C)(C)OC(CCN(C)C(=O)Cl)=O 3-[chlorocarbonyl-(methyl)amino]propionic acid tert-butyl ester